Tert-butyl 2-(3-fluoro-2-hydroxyphenyl)-6a,7,9,10-tetrahydro-5H-pyrazino[1',2':4,5]pyrazino[2,3-c]pyridazine-8(6H)-carboxylate FC=1C(=C(C=CC1)C=1C=C2C(=NN1)NCC1N2CCN(C1)C(=O)OC(C)(C)C)O